NC=1C=C(C=2C(C3=CC=C(C=C3CC2C1)N)=O)C=C 3,6-diamino-1-vinylanthracen-9(10H)-one